C(#N)C1=C(N=C2N1CCOC1=C2C=CC(=C1)N1[C@@H](CCC1)C(=O)N)N1C(OC[C@H]1C(F)F)=C=O (S)-1-(3-cyano-2-((S)-4-(difluoromethyl)-2-carbonyloxazolidin-3-yl)-5,6-dihydrobenzo[f]imidazo[1,2-d][1,4]oxazepin-9-yl)pyrrolidine-2-carboxamide